C(#N)CN(C(C1=C(C=CC(=C1)F)OC=1C(=NC=NC1)N1CC2(C1)CCN(CC2)C[C@H]2OC[C@@H](CC2)NS(N(C)C)(=O)=O)=O)C(C)C N-(Cyanomethyl)-2-((4-(7-(((2S,5R)-5-((N,N-dimethylsulfamoyl)amino)tetrahydro-2H-pyran-2-yl)methyl)-2,7-diazaspiro[3.5]nonan-2-yl)pyrimidin-5-yl)oxy)-5-fluoro-N-isopropylbenzamide